CC1=NOC(=C1C=1C=NN2C1C=C(C=C2)C2=CC(=C(O2)C)C(=O)OC)C methyl 5-[3-(3,5-dimethylisoxazol-4-yl)pyrazolo[1,5-a]pyridin-5-yl]-2-methyl-furan-3-carboxylate